C1(CC1)CC1C2=C(C(N(C1)C)=O)C(=C(N2)C2=CC(=NC=C2)NC(C(C)C2=CC=C(C=C2)F)=O)C2=CC=CC=C2 N-{4-[7-(Cyclopropylmethyl)-5-methyl-4-oxo-3-phenyl-4,5,6,7-tetrahydro-1H-pyrrolo[3,2-c]pyridin-2-yl]pyridin-2-yl}-2-(4-fluorophenyl)propanamide